N12CCC(C(CC1)CC2)OC(NC(C)(C)C=2N=C(SC2)C2=CC=C(C=C2)OCCCOC)=O (2-(2-(4-(3-methoxypropoxy)phenyl)thiazol-4-yl)propan-2-yl)carbamic acid 1-azabicyclo[3.2.2]non-4-yl ester